2-(4-(5-chlorothien-2-yl)phenyl)-N-((1r,2r)-1-(4-cyclopropoxy-3-fluorophenyl)-1-hydroxy-3-(pyrrolidin-1-yl)propan-2-yl)-2,2-difluoroacetamide ClC1=CC=C(S1)C1=CC=C(C=C1)C(C(=O)N[C@@H]([C@H](O)C1=CC(=C(C=C1)OC1CC1)F)CN1CCCC1)(F)F